FC(C1=CC=C(C=C1)NC=1C(=NC=CN1)NC1CC(C1)C(C(=O)N)=C)(F)F ((1s,3s)-3-((3-((4-(trifluoromethyl)phenyl)amino)pyrazin-2-yl)amino)cyclobutyl)acrylamide